fluoro-4-[2-[(2-methylpyrazol-3-yl)amino]pyrimidin-4-yl]-1H-pyridin-2-one FN1C(C=C(C=C1)C1=NC(=NC=C1)NC=1N(N=CC1)C)=O